tridecaFluorooctyltrimethoxysilane CC(C(C(C(C(C(C(F)(F)[Si](OC)(OC)OC)(F)F)(F)F)(F)F)(F)F)(F)F)F